tris[3-[(2(S),3-dihydroxypropyl)amino]-oxopropyl]-3,6,9,15-tetraazabicyclo[9.3.1]pentadec-1(15),11,13-triene O[C@@H](CNC(CCN1C(C=2C=CC=C(CNCCNCC1)N2)(CCC(NC[C@@H](CO)O)=O)CCC(NC[C@@H](CO)O)=O)=O)CO